CN(CC[NH2+]CCN(C)C)C bis[2-(dimethylamino)ethyl]ammonium